Cl.ClC=1N=CC=2NC(=NC(C2N1)=O)C 6-chloro-2-methyl-1H-pyrimido[5,4-d]pyrimidin-4-one hydrochloride